1-methylsulfonyl-3-[(4-nitrophenyl)methylene]azetidine CS(=O)(=O)N1CC(C1)=CC1=CC=C(C=C1)[N+](=O)[O-]